FC(CNC([O-])=O)(F)F N-(2,2,2-trifluoroethyl)carbamate